4-((2-((4-((2-aminoethoxy)methyl)benzyl)oxy)ethyl)thio)-1-oxoisoindolin NCCOCC1=CC=C(COCCSC2=C3CNC(C3=CC=C2)=O)C=C1